Ethyl 3-((3-(2-((tertbutoxycarbonyl)amino)pyridin-4-yl)thieno[3,2-b]pyridin-5-yl)amino)-1-methyl-1H-pyrazole-4-carboxylate C(C)(C)(C)OC(=O)NC1=NC=CC(=C1)C1=CSC=2C1=NC(=CC2)NC2=NN(C=C2C(=O)OCC)C